OC(C)(C)C1=CC=C2C(NC(C2=C1)=O)C1=CC=C(C=C1)C(F)(F)F 6-(2-hydroxypropan-2-yl)-3-[4-(trifluoromethyl)phenyl]-2,3-dihydro-1H-isoindol-1-one